2-(2-(2-aminoethoxy)ethoxy)ethylamine HCl Cl.NCCOCCOCCN